5-amino-7-(2-(4-(6-fluoro-3-methylbenzo[d]isoxazol-5-yl)-1,4-diazepan-1-yl)ethyl)-9-methyl-2-(pyridin-2-yl)-7H-pyrrolo[3,2-e][1,2,4]triazolo[1,5-c]pyrimidine-8-carboxamide NC1=NC2=C(C=3N1N=C(N3)C3=NC=CC=C3)C(=C(N2CCN2CCN(CCC2)C=2C(=CC3=C(C(=NO3)C)C2)F)C(=O)N)C